N-(4-bromophenyl)-7-methoxy-2-phenylquinoline-4-carboxamide BrC1=CC=C(C=C1)NC(=O)C1=CC(=NC2=CC(=CC=C12)OC)C1=CC=CC=C1